(S)-N-(4-((4-amino-2-butyl-7-(dimethylphosphoryl)-1H-imidazo[4,5-c]quinolin-1-yl)oxy)butyl)-2-(4-isobutylphenyl)propanamide NC1=NC=2C=C(C=CC2C2=C1N=C(N2OCCCCNC([C@@H](C)C2=CC=C(C=C2)CC(C)C)=O)CCCC)P(=O)(C)C